tert-butyl (2-(6H-oxazolo[4,5-e]indol-8-yl)ethyl)carbamate N1=COC=2C1=C1C(=CNC1=CC2)CCNC(OC(C)(C)C)=O